CN1C(N(C(C=2N(C(=NC12)SC)C)=O)CCC)=O 3,7-dimethyl-8-(methylthio)-1-propyl-1H-purine-2,6(3H,7H)-dione